Cl.O=C1N(CC2=C(C=CC=C12)OC1CCNCC1)[C@H]1C(NC(CC1)=O)=O |r| (3RS)-3-[1-oxo-4-(4-piperidinyloxy)isoindolin-2-yl]piperidine-2,6-dione hydrochloride